2-oxoethyl 4-[2-[3-[4-amino-1-(1-methylcyclopropyl)pyrazolo[3,4-d]pyrimidin-3-yl]-5-cyclopropyl-isoxazol-4-yl]pyrimidin-5-yl]piperidine-1-carboxylate NC1=C2C(=NC=N1)N(N=C2C2=NOC(=C2C2=NC=C(C=N2)C2CCN(CC2)C(=O)OCC=O)C2CC2)C2(CC2)C